(S)-5-((5-(2-methoxy-6-(thiomorpholin-2-ylmethoxy)phenyl)-1H-pyrazol-3-yl)amino)pyrazine-2-carbonitrile COC1=C(C(=CC=C1)OC[C@@H]1CNCCS1)C1=CC(=NN1)NC=1N=CC(=NC1)C#N